C1(CCCC1)C(C)(C)OC(=O)C1C2C3C4C=CC(C3C(C1)C2)C4 8-(2-cyclopentyl-2-propoxycarbonyl)-tetracyclo[4.4.0.12,5.17,10]-3-dodecene